(S)-3-(7,7-difluoro-2-(2-methylazetidin-1-yl)-6,7-dihydro-5H-cyclopenta[d]pyrimidin-4-yl)-5-(piperidin-4-yl)-1,2,4-oxadiazole FC1(CCC2=C1N=C(N=C2C2=NOC(=N2)C2CCNCC2)N2[C@H](CC2)C)F